C(#N)[C@@]1(CC12CC2)C=2C=C1C=C(N=CC1=CC2)NC(=O)C=2C=NN(C2)C (R)-N-(6-(1-cyanospiro[2.2]pentan-1-yl)isoquinolin-3-yl)-1-methyl-1H-pyrazole-4-carboxamide